NC(C)(C)C=1C=C(C=CC1)C1=NN(C(C2=CC=CC=C12)=O)C1=C(C=C(C=C1)F)F 4-(3-(2-Aminopropan-2-yl)phenyl)-2-(2,4-difluorophenyl)phthalazin-1(2H)-one